C=CC1=CC=CC=C1 Styrol